OC(C)(C)C1=CC=CC(=N1)N1N(C(C=2C1=NC(=NC2)NC2=CC=C(C=C2)N2CCN(CC2)C2CCC(CC2)C2CCC(CC2)C(=O)OC)=O)CC=C methyl 4'-{4-[4-({1-[6-(2-hydroxypropan-2-yl) pyridin-2-yl]-3-oxo-2-(prop-2-en-1-yl) pyrazolo[3,4-d]pyrimidin-6-yl} amino) phenyl] piperazin-1-yl}-[1,1'-bi(cyclohexane)]-4-carboxylate